1-tetrahydropyran-4-yl-pyrazolo[3,4-d]Pyrimidine-6-carboxamide O1CCC(CC1)N1N=CC=2C1=NC(=NC2)C(=O)N